OC(=C(C(C)=O)C=1C2=CC=CC=C2C(=C2C=CC=CC12)C=1C=CC2=C(C3=C(O2)C=C2C=CC=CC2=C3)C1)C 4-hydroxy-3-(10-(naphtho[2,3-b]benzofuran-2-yl)anthracen-9-yl)-3-penten-2-one